(tributyl-λ5-phosphoranylidene)acetonitrile C(CCC)P(CCCC)(CCCC)=CC#N